4-[(1H-imidazol-1-yl)methyl]-N-[7-methoxy-4-(morpholin-4-yl)-1H-1,3-benzodiazol-2-yl]benzamide N1(C=NC=C1)CC1=CC=C(C(=O)NC2=NC3=C(N2)C(=CC=C3N3CCOCC3)OC)C=C1